tert-Butyl-4-(7-(1-(3-ethoxy-3-oxopropyl)ureido)-1,2-dimethyl-1H-indol-3-yl)-3,6-dihydropyridine C(C)(C)(C)C1=NCC=C(C1)C1=C(N(C2=C(C=CC=C12)N(C(=O)N)CCC(=O)OCC)C)C